5-(trifluoromethyl)-2-mercaptopyridine FC(C=1C=CC(=NC1)S)(F)F